FC(C12CCC(CC1)(CC2)CC(=O)N)(F)F (4-(trifluoromethyl)bicyclo[2.2.2]octan-1-yl)acetamide